(2R,4R)-6-chloro-N-{(1RS,2SR,4RS,5SR)-5-[2-(4-chloro-3-fluorophenoxy)acetamido]-7-oxabicyclo[2.2.1]hept-2-yl}-4-hydroxy-3,4-dihydro-2H-1-benzopyran-2-carboxamide ClC=1C=CC2=C([C@@H](C[C@@H](O2)C(=O)N[C@@H]2[C@H]3C[C@@H]([C@@H](C2)O3)NC(COC3=CC(=C(C=C3)Cl)F)=O)O)C1 |&1:13,14,16,17|